CC1=NC(=CC=2N1N=C(N2)C=2C(=C(C=CC2)C2=CC=CC=C2)C)CNCCO 2-({[5-methyl-2-(2-methylbiphenyl-3-yl)[1,2,4]triazolo{1,5-c}pyrimidin-7-yl]methyl}amino)ethanol